N-(1-Adamantylmethyl)-4-[4-[[2-ethyl-4-(3-hydroxyphenyl)phenyl]methyl]piperazin-1-yl]benzamide C12(CC3CC(CC(C1)C3)C2)CNC(C2=CC=C(C=C2)N2CCN(CC2)CC2=C(C=C(C=C2)C2=CC(=CC=C2)O)CC)=O